COC(C1=C(C=CC=C1)C(F)(F)F)=O o-trifluoromethyl-benzoic acid methyl ester